CC1=C(C=CC=C1C)C1CC2(C1)CCN(CC2)C(=O)C2CC1(C2)NC(CC1)=O 2-[2-(2,3-Dimethylphenyl)-7-azaspiro[3.5]nonane-7-carbonyl]-5-azaspiro[3.4]octan-6-one